C1(CC1)C[C@@H](C(=O)N[C@H](C(=O)OC)C[C@H]1C(NCC1)=O)NC([C@H](CC1=CC=CC2=CC=CC=C12)NC(=O)C1=NC=CN=C1)=O (S)-methyl 2-((S)-3-cyclopropyl-2-((S)-3-(naphthalen-1-yl)-2-(pyrazine-2-carboxamido)propanamido)propanamido)-3-((S)-2-oxopyrrolidin-3-yl)propanoate